C(=O)(OC(C)(C)C)N1C=2C=CC=CC2CC2=CC=CC=C12 N-Bocacridine